COC[C@@]1(NC2=C(NC1=O)C=NC1=C2C=CN1)C([2H])([2H])[2H] (S)-2-(methoxymethyl)-2-(methyl-d3)-1,2,4,7-tetrahydro-3H-pyrrolo[3',2':5,6]pyrido[3,4-b]pyrazin-3-one